CC1=CC=2N(N=C1)N=CC2C(=O)[O-].[K+] potassium 5-methylpyrazolo[1,5-b]pyridazine-3-carboxylate